(2S)-2-[4-[(E)-3-[4-[(2-Methyl-1,3-thiazol-4-yl)methoxy]phenyl]prop-2-enoyl]phenoxy]propanoic acid CC=1SC=C(N1)COC1=CC=C(C=C1)/C=C/C(=O)C1=CC=C(O[C@H](C(=O)O)C)C=C1